8-Chloro-1-(trans-4-ethoxy-4-ethylcyclohexyl)-N-(propan-2-yl)-5,6-dihydro-4H-[1,2,4]triazolo[4,3-a][1]benzazepin-5-amin ClC=1C=CC2=C(CC(CC=3N2C(=NN3)C3CCC(CC3)(CC)OCC)NC(C)C)C1